BrC=1C(=NOC1N1C(O[C@]2(C1)C[C@@](CCC2)(C)CN2C=NC1=C2C=C(C=C1)C#N)=O)C(C)(C)C 1-({(5S,7S)-3-[4-bromo-3-(1,1-dimethylethyl)-5-isoxazolyl]-7-methyl-2-oxo-1-oxa-3-azaspiro[4.5]dec-7-yl}methyl)-1H-benzimidazole-6-carbonitrile